CC(CC)=NCCC[Si](OCC)(OCC)C N-(1-methylpropylidene)-3-(methyldiethoxysilyl)-1-propylamine